6-chloro-2-(3-methoxypropyl)-2H-pyrazolo[3,4-b]Pyridine trifluoroacetic acid salt FC(C(=O)O)(F)F.ClC=1C=CC=2C(N1)=NN(C2)CCCOC